2-((S)-1-(4-fluorophenyl)-3,4-dihydroisoquinolin-2(1H)-yl)-1-oxa-3,7-diazaspiro[4.4]non-2-en-9-ol FC1=CC=C(C=C1)[C@@H]1N(CCC2=CC=CC=C12)C=1OC2(CN1)CNCC2O